(4-bromobenzyl)(1-(3-fluoropropyl)azetidin-3-yl)methanone BrC1=CC=C(CC(=O)C2CN(C2)CCCF)C=C1